3-{4-amino-5-[(3,3-difluoroazetidin-1-yl)methyl]pyrrolo[2,1-f][1,2,4]triazin-7-yl}-N-[(3R,4S)-4-fluoro-1-(4-fluorobenzoyl)pyrrolidin-3-yl]benzamide NC1=NC=NN2C1=C(C=C2C=2C=C(C(=O)N[C@@H]1CN(C[C@@H]1F)C(C1=CC=C(C=C1)F)=O)C=CC2)CN2CC(C2)(F)F